N-((1H-indazol-4-yl)methyl)-6,7-dihydrospiro[cyclopenta[d]pyrazolo[1,5-a]pyrimidine-5,1'-cyclopentane]-8-amine N1N=CC2=C(C=CC=C12)CNC1=C2C(=NC=3N1N=CC3)C3(CCCC3)CC2